2,6-di-tert-butyl-para-cresol C(C)(C)(C)C1=CC(=CC(=C1O)C(C)(C)C)C